2-fluoropyridine-3-carboxamide FC1=NC=CC=C1C(=O)N